COC(=O)C1CCN(CC1)C1CCC2=CC(=CC=C12)CCC1=C(C=CC=C1F)F 1-(5-(2,6-difluorophenethyl)-2,3-dihydro-1H-inden-1-yl)piperidine-4-carboxylic acid methyl ester